2-bromo-4-[4-(trifluoromethyl)phenyl]-5,6-dihydroimidazo[1,2-b][1,2,4]triazole BrC=1N=C2N(N1)CCN2C2=CC=C(C=C2)C(F)(F)F